tert-butyl 3-bromo-5-(methoxy-d3)-1H-indole-1-carboxylate BrC1=CN(C2=CC=C(C=C12)OC([2H])([2H])[2H])C(=O)OC(C)(C)C